2-[[(1r,3S)-3-amino-4-hydroxyL-(5-thiazolyl)butyl]thio]-4-chlorobenzonitrile N[C@@H](CCSC1=C(C#N)C=CC(=C1)Cl)C(O)C1=CN=CS1